Cl.C(C)C=1C=CC(=C(C1)S(=O)(=O)NC1=NOC2=C1C(=CC(=C2)CN2N=CC1=C2CCNCC1)OC)OC 5-ethyl-2-methoxy-N-(4-methoxy-6-((5,6,7,8-tetrahydropyrazolo[3,4-d]azepin-1(4H)-yl)methyl)benzo[d]isoxazol-3-yl)benzenesulfonamide hydrochloride